C1(CC1)N1C(C2=CC(=CC=C2C1)OC=1C(=CC=C2C(CCOC12)O)[N+](=O)[O-])=O 2-Cyclopropyl-6-((4-hydroxy-7-nitrochroman-8-yl)oxy)isoindolin-1-one